O1C2=C(OCC1)C=C(C=C2)N2C(NCC2)=S 1-(2,3-dihydrobenzo[b][1,4]dioxin-6-yl)imidazolidine-2-thione